C(C)(C)(C)OC(=O)N1CCC(CC1)(C(=O)O)CC1=CC=C(C=C1)OC 1-(tert-butoxycarbonyl)-4-(4-methoxybenzyl)piperidine-4-carboxylic acid